(13R)-17-fluoro-13-methyl-19-(oxan-2-yl)-8,11,14-trioxa-4,5,19,20-tetraazatetracyclo[13.5.2.12,5.018,21]tricosa-1(20),2(23),3,15(22),16,18(21)-hexaene FC1=CC=2O[C@@H](COCCOCCN3N=CC(C4=NN(C1=C4C2)C2OCCCC2)=C3)C